N1(CCOCC1)C(=O)OC1=CC(=CC=C1)C=1C=NC=C(C1)C=1OC=NN1 3-(5-(1,3,4-oxadiazol-2-yl)pyridin-3-yl)phenyl morpholine-4-carboxylate